4-(2,6-Dimethylpyridin-4-yl)-N-(4-(methylsulfonyl)-3-(trifluoromethyl)phenyl)thiazol-2-amine CC1=NC(=CC(=C1)C=1N=C(SC1)NC1=CC(=C(C=C1)S(=O)(=O)C)C(F)(F)F)C